methyl (2S,4R)-4-[tert-butyl(diphenyl)silyl]oxypyrrolidine-2-carboxylate [Si](C1=CC=CC=C1)(C1=CC=CC=C1)(C(C)(C)C)O[C@@H]1C[C@H](NC1)C(=O)OC